N2-(1H-indazol-4-yl)-N4-methyl-5-(trifluoromethyl)pyrimidine-2,4-diamine N1N=CC2=C(C=CC=C12)NC1=NC=C(C(=N1)NC)C(F)(F)F